6-benzyl-5-hydroxy-8-methyl-1,3-bis(2-methylphenyl)pyrido[2,3-d]pyrimidine-2,4,7(1h,3h,8h)-trione C(C1=CC=CC=C1)C1=C(C2=C(N(C(N(C2=O)C2=C(C=CC=C2)C)=O)C2=C(C=CC=C2)C)N(C1=O)C)O